Cl.COC(=O)C=1C=C(C2=C(N(C(=N2)C)C/C(=C/CN)/F)C1)C1=CC(=CC=C1)S(=O)(=O)C (Z)-1-(4-amino-2-fluoro-but-2-en-1-yl)-2-methyl-4-(3-(methylsulfonyl)phenyl)-1H-benzo[d]imidazole-6-carboxylic acid methyl ester hydrochloride